O=C(/C=C/C(=O)O)OC1(CCC1)C1=CC=C(C=C1)C(F)(F)F (E)-4-oxo-4-(1-(4-(trifluoromethyl)phenyl)cyclobutoxy)but-2-enoic acid